4-((R)-2-azidobut-2-yl)-6-chloro-1-(trans-3-((methylsulfonyl)methyl)cyclobutoxy)-2,7-naphthyridine N(=[N+]=[N-])[C@](C)(CC)C1=CN=C(C2=CN=C(C=C12)Cl)O[C@@H]1C[C@H](C1)CS(=O)(=O)C